N[C@]1(CN(CC1)C1=C(C(=C(C=C1)F)CN1CCC(CC1)F)CN1C2=NC=NC(=C2N=C1)N)C(=O)NC1CC1 (R)-3-amino-1-(2-((6-amino-9H-purin-9-yl)methyl)-4-fluoro-3-((4-fluoropiperidin-1-yl)methyl)phenyl)-N-cyclopropylpyrrolidine-3-carboxamide